6-chloro-N-(2,4-difluoro-3-(8-fluoro-2-((1-methylpiperidin-4-yl)amino)quinazolin-6-yl)phenyl)-1-hydroxy-2,3-dihydro-1H-indene-4-sulfonamide ClC=1C=C(C=2CCC(C2C1)O)S(=O)(=O)NC1=C(C(=C(C=C1)F)C=1C=C2C=NC(=NC2=C(C1)F)NC1CCN(CC1)C)F